2-(5-(p-tolyl)-4H-1,2,4-triazol-3-yl)piperidine C1(=CC=C(C=C1)C=1NC(=NN1)C1NCCCC1)C